N-(4-cyanobicyclo[2.2.2]oct-1-yl)-1-(methylsulfonyl)-2-naphthamide C(#N)C12CCC(CC1)(CC2)NC(=O)C2=C(C1=CC=CC=C1C=C2)S(=O)(=O)C